(S)-2-tert-butoxycarbonylamino-3-(4-nitrophenoxyformyloxy)propionic acid methyl ester COC([C@H](COC(=O)OC1=CC=C(C=C1)[N+](=O)[O-])NC(=O)OC(C)(C)C)=O